4-(bromomethyl)tetrahydropyran 3-azabicyclo[3.1.1]heptane-3-carboxylate C12CN(CC(C1)C2)C(=O)O.BrCC2CCOCC2